3-(2-(anthracen-9-yl)-1-(3-(2-methylpiperidin-1-yl)propyl)-1H-benzo[d]imidazol-5-yl)-3-(3-(o-tolyl)ureido)propanamide C1=CC=CC2=CC3=CC=CC=C3C(=C12)C1=NC2=C(N1CCCN1C(CCCC1)C)C=CC(=C2)C(CC(=O)N)NC(=O)NC2=C(C=CC=C2)C